2-chloro-N-(quinolin-8-yl)acetamide ClCC(=O)NC=1C=CC=C2C=CC=NC12